C1(CC1)OC=1C(=CC(=C(C(=O)OC)C1)[N+](=O)[O-])B1OC(C(O1)(C)C)(C)C methyl 5-cyclopropyloxy-2-nitro-4-(4,4,5,5-tetramethyl-1,3,2-dioxaborolan-2-yl)benzoate